[Cl-].[Cl-].C[Si](=[Zr+2]C1=C(C=CC=2C3=CC=CC=C3CC12)C1C=CC=C1)C dimethylsilylene(cyclopentadienyl-fluorenyl)zirconium dichloride